BrC1=C(C=C(C=C1F)C=1C=NOC1)F 4-(4-bromo-3,5-difluorophenyl)isoxazole